[N+](=O)([O-])C=1C=C(CN2C(SC(C2=O)=CC=2SC=CC2)=O)C=CC1 3-(3-nitrobenzyl)-5-(thiophen-2-ylmethylene)thiazolidine-2,4-dione